5-(4,4,5,5-tetramethyl-1,3,2-dioxaborolan-2-yl)benzo[c]isoxazole CC1(OB(OC1(C)C)C1=CC=2C(=NOC2)C=C1)C